4-{(S)-2-(4-Ethylthiazol-2-yl)-2-[(S)-2-(methoxycarbonyl)-3-phenylpropanamido]ethyl}phenylsulfamic acid C(C)C=1N=C(SC1)[C@H](CC1=CC=C(C=C1)NS(O)(=O)=O)NC([C@H](CC1=CC=CC=C1)C(=O)OC)=O